CC1=CCCC(N1)=O 3,4-dihydro-6-methylpyridin-2-one